FC(C1=NN=C(O1)C1=CC=C(CC2=NOC(=N2)C2=CC=C(CN(C(C(F)F)=O)C)C=C2)C=C1)F N-(4-(3-(4-(5-(difluoromethyl)-1,3,4-oxadiazol-2-yl)benzyl)-1,2,4-oxadiazol-5-yl)benzyl)-2,2-difluoro-N-methylacetamide